N-(2,3,5,6-tetrafluoro-4-(trifluoromethyl)phenyl)butanamide FC1=C(C(=C(C(=C1F)C(F)(F)F)F)F)NC(CCC)=O